NC1=NC(N(C=C1F)[C@@H]1O[C@]([C@H](C1)O)(C=C)CO)=O 4-amino-5-fluoro-1-((2R,4S,5R)-4-hydroxy-5-(hydroxymethyl)-5-vinyltetrahydrofurane-2-yl)pyrimidin-2(1H)-one